COC(=O)C1=CC=NC2=CC=C(C=C12)N1CCCCC1 6-(piperidin-1-yl)quinoline-4-carboxylic acid methyl ester